C(=O)(O)C1=C(C=CC=C1)C(CC(=O)OC[C@@H]1[C@H]([C@H]([C@@H](O1)N1C=NC=2C(N)=NC=NC12)O)O)C1=CC(=CC(=C1)C(F)(F)F)O 5'-O-([2-(Carboxyl)phenyl]3-(3-hydroxy-5-(trifluoromethyl)phenyl)propanoyl)adenosine